C12(CNCC2C1)C=1C=C2C(=NC=NC2=CC1)NC1=C(C(=CC=C1)Cl)F 6-(3-azabicyclo[3.1.0]hexan-1-yl)-N-(3-chloro-2-fluoro-phenyl)quinazolin-4-amine